3-(3-chloro-4-fluorophenyl)-1-(4-hydroxybutyl)-1-(1-(1-oxo-1,2-dihydroisoquinolin-4-yl)ethyl)urea ClC=1C=C(C=CC1F)NC(N(C(C)C1=CNC(C2=CC=CC=C12)=O)CCCCO)=O